C(C1=CC=CC=C1)NCCNCCNCCN N-benzyltriethylene-tetramine